3-trifluoromethanesulfonyl-propane methacrylate C(C(=C)C)(=O)O.FC(S(=O)(=O)CCC)(F)F